C(C)(C)(C)OC(=O)N(C1CCN(CC1)C=1C=2N(C(=C(C1)F)C(=O)OC)N=C(C2)C)C2CC2 methyl 4-[4-[tert-butoxycarbonyl(cyclopropyl)amino]-1-piperidyl]-6-fluoro-2-methyl-pyrazolo[1,5-a]pyridine-7-carboxylate